C1(CC1)CN1CC2=CC(=CC=C2CC1)N(C1=CC=CC=C1)C1COC1 2-(cyclopropylmethyl)-N-(oxetan-3-yl)-N-phenyl-1,2,3,4-tetrahydroisoquinolin-7-amine